ClC=1C=C(C=CC1O)B(O)O (3-chloro-4-hydroxyphenyl)boronic acid